3,5-dichloro-6-ethylpyrazinecarboxamide ClC=1C(=NC(=C(N1)Cl)CC)C(=O)N